Cl.C1(CC1)C1=C(C(=O)N)C=CC=C1 cyclopropylbenzamide hydrochloride